ClC=1C=C(C=NC1)OC1CCN(CC1)C(CNC(=O)C1=NOC(=C1)C1=CC=C(C=C1)F)=O 5-(4-Fluoro-phenyl)-isoxazole-3-carboxylic acid {2-[4-(5-chloro-pyridin-3-yloxy)-piperidin-1-yl]-2-oxo-ethyl}-amide